2-(2-methanoyl-3,5-dimethyl-1H-pyrrol-1-yl)ethanol tert-butyl-N-[[7-[5-(1-cyano-5-methyl-2-naphthyl)-1-methyl-pyrazol-4-yl]-4-oxo-3H-phthalazin-1-yl]methyl]carbamate C(C)(C)(C)N(C(=O)OCCN1C(=C(C=C1C)C)C=O)CC1=NNC(C2=CC=C(C=C12)C=1C=NN(C1C1=C(C2=CC=CC(=C2C=C1)C)C#N)C)=O